FC(C(=O)O)(F)F.N1(CCNCCC1)C1=NC=C(C(=N1)OCC)C(=O)NC=1C=C(C=2N(C1)C=C(N2)C)F 2-(1,4-diazepan-1-yl)-4-ethoxy-N-(8-fluoro-2-methylimidazo[1,2-a]pyridin-6-yl)pyrimidine-5-carboxamide 2,2,2-trifluoroacetate